7-cyclopropyl-1-(4-(difluoromethoxy)phenyl)-3-(1-isopropyl-1H-benzo[d]imidazol-6-yl)-2(1H)-quinoxalinone C1(CC1)C1=CC=C2N=C(C(N(C2=C1)C1=CC=C(C=C1)OC(F)F)=O)C=1C=CC2=C(N(C=N2)C(C)C)C1